BrC1=CN(C(C2=C1N=C(N=C2)NC=2C=C1C(CCC1=CC2)O)=O)C2=C(C=CC=C2Cl)Cl 8-bromo-6-(2,6-dichlorophenyl)-2-[(3-hydroxyindan-5-yl)amino]pyrido[4,3-d]pyrimidin-5-one